N-[6-chloro-4-(2,6-dimethylphenyl)-2-pyridyl]-3-nitro-benzenesulfonamide ClC1=CC(=CC(=N1)NS(=O)(=O)C1=CC(=CC=C1)[N+](=O)[O-])C1=C(C=CC=C1C)C